2,2'-bis(4-methoxybenzoyl)-4,4'-bis(3-aminophenoxy)biphenyl COC1=CC=C(C(=O)C2=C(C=CC(=C2)OC2=CC(=CC=C2)N)C2=C(C=C(C=C2)OC2=CC(=CC=C2)N)C(C2=CC=C(C=C2)OC)=O)C=C1